1-(4-chlorophenyl)-4-phenyl-3-butyn ClC1=CC=C(C=C1)CCC#CC1=CC=CC=C1